O=C1OC(CN1)C1=C(C#N)C=CC=C1 2-(2-oxo-1,3-oxazolidin-5-yl)benzonitrile